CC(O)(P([O-])([O-])[O-])C dimethylhydroxymethylphosphite